(E)-N-(quinolin-8-yl)hex-4-enamide lithium 3-methyl-6-vinylimidazo[1,2-a]pyridine-8-carboxylate CC1=CN=C2N1C=C(C=C2C(=O)[O-])C=C.[Li+].N2=CC=CC1=CC=CC(=C21)NC(CC\C=C\C)=O